C(C)(C)C(C(CC)C(=O)O)CCC 2-isopropyl-1,3-diethylcarboxypropane